methyl (R)-2-(5-bromo-2-nitrophenoxy)propanoate BrC=1C=CC(=C(O[C@@H](C(=O)OC)C)C1)[N+](=O)[O-]